3-(DIMETHYLAMINO)PROPANOIC ACID CN(CCC(=O)O)C